3-methyl-2-(4-(4-(piperidin-1-yl)phenyl)buta-1,3-dien-1-yl)benzo[d]thiazol-3-ium iodide [I-].C[N+]1=C(SC2=C1C=CC=C2)C=CC=CC2=CC=C(C=C2)N2CCCCC2